CC(C)(C#CC(C)(OOC(C)(C)C)C)OOC(C)(C)C 2,5-dimethyl-2,5-di(tertiary-butyl-peroxy)hexyne